OCC[NH+](CCO)[O-] N,N-bis-(2-hydroxyethyl)amine oxide